NC=1N=NC(=CC1N1CC2CCC(C1)N2C=2C=C(OCCN1CCN(CC1)C(=O)N1CCN(CC1)C1=CC=C(NN3C(CCCC3=O)=O)C=C1)C=CC2)C2=C(C=CC=C2)O [4-[4-[4-[2-[3-[3-[3-amino-6-(2-hydroxyphenyl)pyridazin-4-yl]-3,8-diazabicyclo[3.2.1]octan-8-yl]phenoxy]ethyl]piperazine-1-carbonyl]piperazin-1-yl]anilino]piperidine-2,6-dione